[(1S)-1-(3-pyrazin-2-ylpyrazin-2-yl)ethyl]ammonium N1=C(C=NC=C1)C=1C(=NC=CN1)[C@H](C)[NH3+]